methyl (1R,2S,5S)-3-(N-((benzyloxy) carbonyl)-O-tert-butyl-L-threonyl)-6,6-dimethyl-3-azabicyclo[3.1.0]hexane-2-carboxylate C(C1=CC=CC=C1)OC(=O)N[C@@H]([C@H](OC(C)(C)C)C)C(=O)N1[C@@H]([C@H]2C([C@H]2C1)(C)C)C(=O)OC